sulfonium tris(trifluoromethanesulfonyl)methide [C-](S(=O)(=O)C(F)(F)F)(S(=O)(=O)C(F)(F)F)S(=O)(=O)C(F)(F)F.[SH3+]